ClC1=CC=C(C(=N1)C(=O)O)N[C@H](C)C=1C=C(C=C2C(N(C(=NC12)N1CC2(CC2)CC1)C)=O)C (R)-6-chloro-3-((1-(3,6-dimethyl-4-oxo-2-(5-azaspiro[2.4]heptan-5-yl)-3,4-dihydroquinazolin-8-yl)ethyl)amino)picolinic acid